2-((2,6-difluoro-4-methylbenzyl)oxy)-3-iodo-5,8-dihydro-1,7-naphthyridine-7(6H)-carboxylic acid tert-butyl ester C(C)(C)(C)OC(=O)N1CCC=2C=C(C(=NC2C1)OCC1=C(C=C(C=C1F)C)F)I